N-allyl-5-((2-amino-3-fluoropyridin-4-yl)methyl)-3,4-difluoro-2-((2-fluoro-5-hydroxy-4-iodophenyl)amino)benzamide C(C=C)NC(C1=C(C(=C(C(=C1)CC1=C(C(=NC=C1)N)F)F)F)NC1=C(C=C(C(=C1)O)I)F)=O